FC1=C(N=C(C2=C1N=C(N=C2N2C[C@@H](CCC2)O)S(=O)(=O)C)OC)C2=CC(=CC1=CC=C(C(=C21)C#C[Si](C(C)C)(C(C)C)C(C)C)F)OCOC (R)-1-(8-fluoro-7-(7-Fluoro-3-(methoxymethoxy)-8-((triisopropylsilyl)ethynyl)naphth-1-yl)-5-methoxy-2-(methanesulfonyl)pyrido[4,3-d]pyrimidin-4-yl)piperidin-3-ol